1,2,3,4-tetrahydronaphthalen-1-amine Dihydrochloride Cl.Cl.C1(CCCC2=CC=CC=C12)N